(3S,4S)-4-fluoro-1-(5-methyl-1H-1,2,4-triazol-3-yl)pyrrolidin-3-amine F[C@@H]1[C@H](CN(C1)C1=NNC(=N1)C)N